6-[(2-chloro-5-methoxy-pyrimidin-4-yl)amino]-4,4-dimethyl-2,3-dihydroisoquinolin ClC1=NC=C(C(=N1)NC=1C=C2C(CNCC2=CC1)(C)C)OC